N-(2-chloro-4-(trifluoromethyl)phenyl)-2-(2-(dimethylamino)-5-ethyl-6-(4-(2-(methylsulfonamido)benzoyl)piperazin-1-yl)-7-oxo-[1,2,4]triazolo[1,5-a]pyrimidin-4(7H)-yl)acetamide ClC1=C(C=CC(=C1)C(F)(F)F)NC(CN1C=2N(C(C(=C1CC)N1CCN(CC1)C(C1=C(C=CC=C1)NS(=O)(=O)C)=O)=O)N=C(N2)N(C)C)=O